COCC(CN1C=NC2=C1C=C(C=C2C(=O)N)NC(=O)C2=C(C=CC=C2)C(F)(F)F)C 2-(Methoxymethyl)-n-propyl-6-({[2-(trifluoromethyl)phenyl]carbonyl}amino)-1H-benzoimidazole-4-carboxamide